Tetrahydropyran-3-carboxamide O1CC(CCC1)C(=O)N